ClC1=CC=C(C=C1)[C@@H]1[C@@H](O[C@H](C(N1[C@H](CCC)C(=O)N1CCOCC1)=O)CC1=CC=C(C=C1)F)C1=CC=C(C=C1)Cl (2S,5R,6S)-5,6-bis(4-chlorophenyl)-2-(4-fluorobenzyl)-4-((1R)-1-(4-morpholinylcarbonyl)butyl)-3-morpholinone